ClC=1C(=CC(=NC1)OC)C1=CC(=NN1)C(=O)N1CCC(CC1)C(=O)NC1CN(CC1)C1=C(C=CC=C1)F (5-(5-chloro-2-methoxypyridin-4-yl)-1H-pyrazole-3-carbonyl)-N-(1-(2-fluorophenyl)pyrrolidin-3-yl)piperidine-4-carboxamide